CCCCCCCCCCCCCCCCCC(=O)OCC(CCCCCCCC)CCCCCCCCCC OCTYLDODECYL STEARATE